C(C)(C)(C)OC(=O)N1C2(CC2)CC[C@H]1C(C(C(=O)OCC)N1N=C2C(=C(C=C(C2=C1)C(F)F)Br)C)=O (5S)-5-[2-[6-bromo-4-(difluoromethyl)-7-methyl-indazol-2-yl]-3-ethoxy-3-keto-propanoyl]-4-azaspiro[2.4]heptane-4-carboxylic acid tert-butyl ester